N=1NN=NC1CC[C@@]1(CN(CC1)C1=C(CN2C3=NC=NC(=C3N=C2)N)C(=CC(=C1)Cl)Br)N (R)-9-(2-(3-(2-(2H-tetrazol-5-yl)ethyl)-3-aminopyrrolidin-1-yl)-6-bromo-4-chlorobenzyl)-9H-purin-6-amin